OCCO[C@@H]1CN(CC1)C(=O)OC(C)(C)C (S)-Tert-butyl 3-(2-hydroxyethoxy)pyrrolidine-1-carboxylate